N1(CCOCC1)CCNC(CC)=O (2R)-1-{[2-(morpholin-4-yl)ethyl]amino}-1-oxopropan